trifluoromethanesulfonic acid 4-(2,4-difluoro-phenoxy)-1-ethanesulfonyl-2,3-dihydro-1H-indol-6-yl ester FC1=C(OC2=C3CCN(C3=CC(=C2)OS(=O)(=O)C(F)(F)F)S(=O)(=O)CC)C=CC(=C1)F